2-methyl-7-(3-pyridinyl)-2-azabicyclo[2.2.2]oct-5-ene CN1C2C=CC(C1)CC2C=2C=NC=CC2